C1(=CC=CC=C1)N(C(=O)N1[C@@H]([C@H]2CC[C@@H](C1)N2C(=O)N2CC(CCC2)C2=CC=CC=C2)C(=O)O)C2=CC=CC=C2 (1R,2S,5S)-3-(diphenylcarbamoyl)-8-(3-phenylpiperidine-1-carbonyl)-3,8-diazabicyclo[3.2.1]octane-2-carboxylic acid